ruthenium-iridium-tin-nickel [Ni].[Sn].[Ir].[Ru]